p-hydroxycinnamic acid ethyl ester C(C)OC(C=CC1=CC=C(C=C1)O)=O